calcium guluronate O=C[C@H](O)[C@H](O)[C@@H](O)[C@H](O)C(=O)[O-].[Ca+2].O=C[C@H](O)[C@H](O)[C@@H](O)[C@H](O)C(=O)[O-]